NC1=CC(=C2OC(CCCCC[C@](C3=NN=C(C1=N2)O3)(O)C(F)(F)F)CC3=CC(=CC=C3)C(C)(C)C)C(F)(F)F (6R)-17-Amino-12-[(3-tert-butylphenyl)methyl]-6,15-bis(trifluoromethyl)-13,19-dioxa-3,4,18-triazatricyclo[12.3.1.12,5]nonadeca-1(18),2,4,14,16-pentaen-6-ol